(5S,7S)-5-(3-chloro-2-fluoro-phenyl)-2-cyclopropylsulfonyl-7-fluoro-6,7-dihydro-5H-pyrrolo[1,2-b][1,2,4]triazole ClC=1C(=C(C=CC1)[C@@H]1C[C@@H](C=2N1N=C(N2)S(=O)(=O)C2CC2)F)F